(R)-N-(2-methoxy-1-(3-(trifluoro-methoxy)phenyl)ethylidene)-2-methyl-propane-2-sulfinamide COCC(C1=CC(=CC=C1)OC(F)(F)F)=N[S@](=O)C(C)(C)C